NC=1C=C(C(=C(C1)[C@@H](C)NC1=NC(=NC2=CC(=C(C=C12)NCC)C(=O)N1CCOCC1)C)F)C(F)F (R)-(4-((1-(5-amino-3-(difluoromethyl)-2-fluorophenyl)ethyl)amino)-6-(ethylamino)-2-methylquinazolin-7-yl)(morpholino)methanone